butyl (S)-(1-hydroxypropan-2-yl)(methyl)carbamate OC[C@H](C)N(C(OCCCC)=O)C